FC1=CC=C(C=C1)[C@H]1[C@@H](C1)N(CCC[C@@H](C(=O)N1CC2(CC1)CCN(CC2)C)NC(C2=CC=C(C=C2)N2N=NC=C2)=O)CC=C N-[(2S)-5-[[(1R,2S)-2-(4-Fluorophenyl)cyclopropyl](prop-2-en-1-yl)amino]-1-(8-methyl-2,8-diazaspiro[4.5]decane-2-yl)-1-oxopentan-2-yl]-4-(1H-1,2,3-triazol-1-yl)benzamide